NC1=CC=C(C=C1)C=1C2=CC=C(N2)C(=C2C=CC(C(=C3C=CC(=C(C=4C=CC1N4)C4=CC=C(C=C4)N)N3)C3=CC=C(C=C3)N)=N2)C2=CC=C(C=C2)N 5,10,15,20-tetrakis(4-aminophenyl)-21H,23H-porphin